FC=1C(=C(C(=CC1F)OC)NS(=O)(=O)C1(CC1)C[C@@H](CO)O)NC1=C(C=C(C=C1)I)F N-[3,4-difluoro-2-(2-fluoro-4-iodoanilino)-6-methoxyphenyl]-[(2S)-2,3-dihydroxypropyl]cyclopropane-1-sulfonamide